FC(C=1C=C(C=C(C1)C(F)(F)F)P(C=1[C-](C=CC1)[C@@H](C)P(C(C)(C)C)C(C)(C)C)C1=CC(=CC(=C1)C(F)(F)F)C(F)(F)F)(F)F.[CH-]1C=CC=C1.[Fe+2] (R)-1-[(S)-2-[bis-(3,5-bis-trifluoromethylphenyl)phosphino]ferrocenyl]ethyl-di-tert-butylphosphine